COC1=CC=C(C=C1)C(CC)=O 1-(4-methoxyphenyl)-1-propanone